C[C@@H]1CCOCCOC2=CN=CC(C3=NN(C=4C=CC(O1)=CC34)C3OCCCC3)=N2 (13R)-13-methyl-19-(oxan-2-yl)-7,10,14-trioxa-4,19,20,23-tetraazatetracyclo[13.5.2.12,6.018,21]tricosa-1(20),2(23),3,5,15(22),16,18(21)-heptaene